(2,6-di-t-butyl-4-methylphenyl)isotridecyl-pentaerythritol diphosphite OP(O)OP(O)O.C(C)(C)(C)C1=C(C(=CC(=C1)C)C(C)(C)C)C(O)(C(CO)(CO)CO)CCCCCCCCCCC(C)C